(S)-3-(3-(2-fluorophenyl)-5-(3-(trifluoromethyl)phenylsulfonyl)-6a,7,9,10-tetrahydro-5H-pyrazino[1,2-a]pyrido[3,2-e]pyrazin-8(6H)-yl)propionic acid FC1=C(C=CC=C1)C1=CC=2N(C[C@H]3N(C2N=C1)CCN(C3)CCC(=O)O)S(=O)(=O)C3=CC(=CC=C3)C(F)(F)F